C(C)[Ge](C1=CC=CC=C1)(CC)CC triethylphenylgermane